C(C)(C)(C)C=1C=C(C=C(C1O)C(C)(C)C)CCC(=O)OCCSCCOC(CCC1=CC(=C(C(=C1)C(C)(C)C)O)C(C)(C)C)=O thiodiethylene bis(3-(3,5-di-tert-butyl-4-hydroxyphenyl) propionate)